FC=1C=CN2C1C(NC1=CC(=C(C=C21)F)CN2CCN(CC2)C=2C=CC(=NC2)C(=O)NC)=O 5-(4-((3,8-difluoro-4-oxo-4,5-dihydropyrrolo[1,2-a]quinoxalin-7-yl)methyl)piperazin-1-yl)-N-methylpyridineamide